C(OC=1C(=NC=CC1OC)C(N[C@@H](C)C1=NN(C(=N1)C1=CC(=CC=C1)C(C)C)C)=O)(OCC)=O (S)-2-((1-(5-(3-isopropylphenyl)-1-methyl-1,2,4-triazol-3-yl)ethyl)carbamoyl)-4-methoxypyridin-3-yl ethyl carbonate